2,2'-methylenebis(6-tertiary butyl-p-cresol) C(C1=CC(=CC(=C1O)C(C)(C)C)C)C1=CC(=CC(=C1O)C(C)(C)C)C